C(C)(=O)C=1C(=C(C(=CC1OC)OC)[C@@H]1[C@@H](CN(CC1)C)CC(=O)[O-])O (3S,4S)-4-(3-acetyl-2-hydroxy-4,6-dimethoxyphenyl)-1-methylpiperidin-3-ylacetate